11-Azido-3,6,9-trioxaundecan-1-amine (-)-di-p-anisoyl-L-tartrate C(C1=CC=C(C=C1)OC)(=O)[C@]([C@](C(=O)O)(O)C(C1=CC=C(C=C1)OC)=O)(O)C(=O)O.N(=[N+]=[N-])CCOCCOCCOCCN